[S+2].[Te-2].[Cd+2].[Te-2] cadmium telluride sulfur